2-(6-{5-chloro-2-[(oxan-4-yl)amino]pyrimidin-4-yl}-1-oxo-2,3-dihydro-1H-isoindol-2-yl)-N-(3,3,3-trifluoro-1-phenylpropyl)acetamide ClC=1C(=NC(=NC1)NC1CCOCC1)C1=CC=C2CN(C(C2=C1)=O)CC(=O)NC(CC(F)(F)F)C1=CC=CC=C1